(S)-N-(4-((4-(4-(2-amino-3-(thiazol-4-yl)propanamido)butoxy)phenyl)carbamoyl)benzyl)-N-cyclopropyl-3-oxo-3,4-dihydro-2H-benzo[b][1,4]oxazine-7-carboxamide 2,2,2-trifluoroacetate FC(C(=O)O)(F)F.N[C@H](C(=O)NCCCCOC1=CC=C(C=C1)NC(=O)C1=CC=C(CN(C(=O)C=2C=CC3=C(OCC(N3)=O)C2)C2CC2)C=C1)CC=1N=CSC1